C(C)OC(C(C(=O)OCC)(CCC)C(C=C)Cl)=O 2-(1-chloroallyl)-2-propyl-malonic acid diethyl ester